6-[4-[(S or R)-(4-Methoxyphenyl)-phenyl-methyl]piperidine-1-carbonyl]-4H-1,4-benzoxazin-3-one COC1=CC=C(C=C1)[C@@H](C1CCN(CC1)C(=O)C=1C=CC2=C(NC(CO2)=O)C1)C1=CC=CC=C1 |o1:8|